C(C(C)C)C1CC(OC(C1)=O)=O 4-isobutyldihydro-2H-pyran-2,6(3H)-dione